ClC1=NC=C2C=C(N=C(C2=C1)NC(C)C)C=COC 7-chloro-N-isopropyl-3-(2-methoxyvinyl)-2,6-naphthyridin-1-amine